(2-bromo-4-methyl-thiazol-5-yl)-(4-bromophenyl)methanone BrC=1SC(=C(N1)C)C(=O)C1=CC=C(C=C1)Br